C1(=CC=CC=C1)C(=NNC(=O)N[C@@H](CC(C)C)C(=O)OC(C)(C)C)C1=CC=CC=C1 tert-butyl (2-(diphenylmethylene)hydrazine-1-carbonyl)-L-leucinate